methyl-(1S)-4'-chloro-3'-(methyl-d3)-3-oxospiro[cyclohexane-1,1'-indene] CC=1[C@@]2(C3=CC=CC(=C3C1C([2H])([2H])[2H])Cl)CC(CCC2)=O